tri(trimethyl-silicon) phosphite P([O-])([O-])[O-].C[Si+](C)C.C[Si+](C)C.C[Si+](C)C